3-trifluoropropionyloxyindole FC(CC(=O)OC1=CNC2=CC=CC=C12)(F)F